CN1CCN(CC1)CC(=O)NC1=CC=C(C=C1)N\C(=C\1/C(NC2=CC(=CC=C12)B(O)O)=O)\C1=CC=CC=C1 (Z)-(3-(((4-(2-(4-Methylpiperazin-1-yl)acetamido)phenyl)amino)(phenyl)methylene)-2-oxoindolin-6-yl)boronic acid